(1r,4r)-N1-(5-Methyl-4-(6-(pyrimidin-5-yloxy)imidazo[1,2-a]pyridin-3-yl)pyrimidin-2-yl)cyclohexane-1,4-diamine CC=1C(=NC(=NC1)NC1CCC(CC1)N)C1=CN=C2N1C=C(C=C2)OC=2C=NC=NC2